O[C@@H]1C[C@H](C1)N1C(C2=CC=CC=C2C1=O)=O 2-(trans-3-hydroxycyclobutyl)isoindoline-1,3-dione